CN1CCN(CC1)C=1C=CC(=NC1)NC(=O)C=1N=CSC1 N-(5-(4-methylpiperazin-1-yl)pyridin-2-yl)thiazole-4-carboxamide